CSC=1C=C(C=C(C1)C1=CC=C(C=C1)C(F)(F)F)SC1=CN=C(S1)CNC(OC(C)(C)C)=O tert-Butyl ((5-((5-(methylthio)-4'-(trifluoromethyl)-[1,1'-biphenyl]-3-yl)thio)thiazol-2-yl) methyl)carbamate